4-(5-(5-ethoxy-4-methoxy-2-methylphenyl)pyridin-3-yl)-1,2-oxaborol-2-ol C(C)OC=1C(=CC(=C(C1)C=1C=C(C=NC1)C=1CB(OC1)O)C)OC